Cl.COC([C@H]([C@@H](C)OCC1=CC=CC=C1)N)=O (2s,3r)-2-amino-3-(benzyloxy)butyric acid methyl ester hydrochloride